1-(1H-benzo[d]imidazol-5-yl)-4-(4-(3,3-difluoropyrrolidin-1-yl)-2,6-difluorophenyl)-3-methylazetidin-2-one N1C=NC2=C1C=CC(=C2)N2C(C(C2C2=C(C=C(C=C2F)N2CC(CC2)(F)F)F)C)=O